benzyl N-[(2-{5-[(1S)-1-aminoethyl]thiophen-2-yl}phenyl) methyl]-N-methylcarbamate N[C@@H](C)C1=CC=C(S1)C1=C(C=CC=C1)CN(C(OCC1=CC=CC=C1)=O)C